ClC1=CC=C(CN2C(=CC=3N(C(N(C(C32)=O)CCCO)=O)C)C3CCCC3)C=C1 5-(4-chlorobenzyl)-6-cyclopentyl-3-(3-hydroxypropyl)-1-methyl-1,5-dihydro-2H-pyrrolo[3,2-d]pyrimidine-2,4(3H)-dione